8-allyl-7-fluoro-1-methyl-1,5-naphthyridin-2(1H)-one C(C=C)C=1C(=CN=C2C=CC(N(C12)C)=O)F